N=1N(N=CC1)C1=C(C=C(C=N1)C1(CN(C2=C(O1)C(=CC=C2)Br)C(=O)N)C)C(F)(F)F (6-(2H-1,2,3-triazol-2-yl)-5-(trifluoromethyl)pyridin-3-yl)-8-bromo-2-methyl-2,3-dihydro-4H-benzo[b][1,4]oxazine-4-carboxamide